38-oxo-2,5,8,11,14,17,20,23,26,29,32,35-dodecaoxo-39-azadotetracontan-42-oic acid O=C(CCC(CCC(CCC(CCC(CCC(CCC(CCC(CCC(CCC(CCC(CCC(CCC(C)=O)=O)=O)=O)=O)=O)=O)=O)=O)=O)=O)=O)NCCC(=O)O